COB(O)C1=CC(=CC=C1)F methyl-(3-fluorophenyl)boronic acid